COC=1C=C(C=CC1OC)C1=CC=CC=2C(=NSC21)N 7-(3,4-dimethoxyphenyl)benzo[d]Isothiazol-3-amine